C(C)OC(=O)C=1N=C2N(C=C(N=C2NCC2(CCN(CC2)C(=O)OC(C)(C)C)F)C2=CC=NC=C2)C1C 8-[(1-tert-Butoxycarbonyl-4-fluoro-piperidin-4-ylmethyl)-amino]-3-methyl-6-pyridin-4-yl-imidazo[1,2-a]pyrazine-2-carboxylic acid ethyl ester